FC=1C(=C(C=CC1)NC1=C(NC2=C1C(NCC2)=O)C2=NC(=NC=C2)NC2=NN(N=C2)C)OC 3-[(3-fluoro-2-methoxyphenyl)amino]-2-{2-[(2-methyl-1,2,3-triazol-4-yl)amino]pyrimidin-4-yl}-1H,5H,6H,7H-pyrrolo[3,2-c]pyridin-4-one